Methyl 4-(2-((4-((2,2,2-trifluoro-N-(2-phenylcyclopropyl)acetamido)methyl)piperidin-1-yl) sulfonyl)ethyl)benzoate FC(C(=O)N(C1C(C1)C1=CC=CC=C1)CC1CCN(CC1)S(=O)(=O)CCC1=CC=C(C(=O)OC)C=C1)(F)F